4-hydroxy-N-[(1S)-1-[4-(4-methyl-1,3-thiazol-5-yl)phenyl]ethyl]pyrrolidine-2-carboxamide trifluoroacetate FC(C(=O)O)(F)F.OC1CC(NC1)C(=O)N[C@@H](C)C1=CC=C(C=C1)C1=C(N=CS1)C